NC1(CCOCC1)C(=O)N1CCN(CC1)C1=C(C(=C(C(=N1)SC(C(=O)N)C1=CC=CC=C1)C#N)CC)C#N 2-((6-(4-(4-aminotetrahydro-2H-pyran-4-carbonyl)piperazin-1-yl)-3,5-dicyano-4-ethylpyridin-2-yl)sulfanyl)-2-phenylacetamide